C(C)(=O)C1=C(C(=C(CCNC(C(=C)C)=O)C(=C1)OC)OC)N N-(4-Acetyl-3-amino-2,6-dimethoxyphenethyl)methacrylamid